C(N)(=O)C1CC(C1)NC(C1=CC=C(C=C1)CN(C1=NOC(=N1)C1=C(C(=C(C(=C1)F)F)O)F)CC1=CC=NN1C(C)C)=O N-((1r,3r)-3-carbamoylcyclobutyl)-4-((((1-isopropyl-1H-pyrazol-5-yl)methyl)(5-(2,4,5-trifluoro-3-hydroxyphenyl)-1,2,4-oxadiazol-3-yl)amino)methyl)benzamide